2-methyl-5-(7-(piperidine-1-carbonyl)quinolin-4-yl)isoindolin-1-one CN1C(C2=CC=C(C=C2C1)C1=CC=NC2=CC(=CC=C12)C(=O)N1CCCCC1)=O